5-phenoxy-2,1-benzoxaborol-1(3H)-ol O(C1=CC=CC=C1)C=1C=CC2=C(COB2O)C1